COC(=O)C=1SC=C(C1NC(C[N+]1(CCCCC1)CC(NC1(COC1)C1=CC=CC=C1)=O)=O)C 1-(2-((2-(methoxycarbonyl)-4-methylthiophen-3-yl)amino)-2-oxoethyl)-1-(2-oxo-2-((3-phenyloxetan-3-yl)amino)ethyl)piperidin-1-ium